2-(4-chloro-2-fluoro-5-hydroxyphenyl)-4,5,6,7-tetrahydro-1H-isoindole-1,3(2H)-dione ClC1=CC(=C(C=C1O)N1C(C=2CCCCC2C1=O)=O)F